[Cl-].N1(CCC1)C1=CC2=C(C(=C3C([Si]2(C)C)=CC(C=C3)=[N+]3CCC3)C3=CC=C(C=C3)CO)C=C1 1-(7-(azetidin-1-yl)-10-(4-(hydroxymethyl)phenyl)-5,5-dimethyldibenzo[b,e]silin-3(5H)-ylidene)azetidin-1-ium chloride